methyl aminopicolinate NC=1C(=NC=CC1)C(=O)OC